The molecule is an androstane sulfate that is 5alpha-androstan-3beta,17alpha-diol in which both hydroxy hydrogens have been replaced by sulfo groups. It derives from a 5alpha-androstane-3beta,17alpha-diol. It is a conjugate acid of a 5alpha-androstane-3beta,17alpha-diol disulfate anion and a 5alpha-androstane-3beta,17alpha-diol disulfate(2-). C[C@]12CC[C@@H](C[C@@H]1CC[C@@H]3[C@@H]2CC[C@]4([C@H]3CC[C@H]4OS(=O)(=O)O)C)OS(=O)(=O)O